ClC1=CC(=C(CNC(N(C2CC2)C2CN(CCC2)C(=O)NC=2SC=NN2)=O)C=C1C)F 3-(3-(4-chloro-2-fluoro-5-methylbenzyl)-1-cyclopropylureido)-N-(1,3,4-thiadiazol-2-yl)piperidine-1-carboxamide